(3S,4S)-4-(4-aminopyrazol-1-yl)-3-fluoropiperidine-1-carboxylic acid tert-butyl ester C(C)(C)(C)OC(=O)N1C[C@@H]([C@H](CC1)N1N=CC(=C1)N)F